2-(1-benzofuran-2-yl)-6-chloro-8-methylquinoline-3-carboxylic acid ethyl ester C(C)OC(=O)C=1C(=NC2=C(C=C(C=C2C1)Cl)C)C=1OC2=C(C1)C=CC=C2